(E)-1-(1,3-Dithian-2-yl)-3-(4-(methylthio)phenyl)-2-phenylprop-2-en-1-one S1C(SCCC1)C(\C(=C\C1=CC=C(C=C1)SC)\C1=CC=CC=C1)=O